FC1=CC(=CC2=C1N=C(S2)C2CCNCC2)C=2C=C(C=1N(N2)C=C(N1)C)N 6-[4-Fluoro-2-(piperidin-4-yl)-1,3-benzothiazol-6-yl]-2-methylimidazo[1,2-b]pyridazin-8-amin